C(C(C)C)(=O)OC=1C(=NC=CC1OC)C(N[C@@H](C)C1=NC(=NO1)C1=CC=C(C=C1)OC)=O (S)-4-methoxy-2-((1-(3-(4-methoxyphenyl)-1,2,4-oxadiazol-5-yl)ethyl)carbamoyl)pyridin-3-yl isobutyrate